[Ca+2].C(C=O)(=O)[O-].C(C=O)(=O)[O-] glyoxylic acid calcium salt